FC(C=1C=C(C=C(C1)C(F)(F)F)/C=C/B1OC(C)(C)C(C)(C)O1)(F)F E-2-[3,5-bis(trifluoromethyl)phenyl]vinyl-boronic acid pinacol ester